(R)-4-((1-methyl-1H-pyrazol-4-yl)methyl)-1-((2-methyl-2H-1,2,3-triazol-4-yl)ethynyl)-N-(1-methylcyclopropyl)-5-oxo-1,2,4,5-tetrahydroimidazo[1,2-a]quinazoline-7-sulfonamide CN1N=CC(=C1)CN1C=2N(C3=CC=C(C=C3C1=O)S(=O)(=O)NC1(CC1)C)[C@@H](CN2)C#CC2=NN(N=C2)C